CNC(OC=1NC2=C(N1)C=CC=C2)=O 2-benzimidazolyl methylcarbamate